CN1CCC(CC1)S(=O)(=O)N1C=C(C=C1)C(=O)O 1-((1-methylpiperidin-4-yl)sulfonyl)-1H-pyrrole-3-carboxylic acid